(2-Phenyl-1,2,3,4-tetrahydroquinoline-6-yl)Methanol C1(=CC=CC=C1)C1NC2=CC=C(C=C2CC1)CO